FC1=C(C(=CC=C1)OC)C1=C(C=NC(=C1)CO)C(=O)O 4-(2-fluoro-6-methoxyphenyl)-6-(hydroxymethyl)pyridine-3-carboxylic acid